COCCN1CC2=C(C3=C(N=C4N(C5[C@@H](C(N(C4)C)=O)CCC5)C3=O)S2)CC1 (3aS,4aS)-10-(2-methoxyethyl)-5-methyl-2,3,3a,5,6,9,10,11,12,14a-decahydro-1H-cyclopenta[f]pyrido[4'',3'':4',5']thieno[2',3':4,5]pyrimido[1,2-a][1,4]diazepine-4,13-dione